C(C)(=O)C=1C=C2CC(C(NC2=CC1)=O)(C)C 6-acetyl-3,3-dimethyl-3,4-dihydro-quinolin-2(1H)-one